O=C1C(=CNC=C1)C(=O)O 4-oxo-1,4-dihydropyridine-3-carboxylic acid